4-(tert-butyl)-N1-(5'-(tert-butyl)-[1,1':3',1''-terphenyl]-2'-yl-2,2'',3,3'',4,4'',5,5'',6,6''-d10)benzene-1,2-diamine C(C)(C)(C)C=1C=C(C(=CC1)NC1=C(C=C(C=C1C1=C(C(=C(C(=C1[2H])[2H])[2H])[2H])[2H])C(C)(C)C)C1=C(C(=C(C(=C1[2H])[2H])[2H])[2H])[2H])N